ClC1=C(C=CC(=C1)Cl)C(CN1C=NC=C1)OCC1=CC=C(C(=O)NCCOCCOC2=CC3=C(N=C(S3)C3=CC=C(C=C3)NC)C=C2)C=C1 4-((1-(2,4-dichlorophenyl)-2-(1H-imidazol-1-yl)ethoxy)methyl)-N-(2-(2-((2-(4-(methylamino)phenyl)benzo[d]thiazol-6-yl)oxy)ethoxy)ethyl)benzamide